FC1=C(C=CC(=C1)F)[C@H](C(CP(OC)(OC)=O)=O)C Dimethyl [(3R)-3-(2,4-difluorophenyl)-2-oxobutyl]phosphonate